N1N=C(C=C1)C1=C2C(=NC=C1)N(N=C2CNC(OC(C)(C)C)=O)C2=CC=C(C=C2)OC(F)(F)F tert-butyl ((4-(1H-pyrazol-3-yl)-1-(4-(trifluoromethoxy)phenyl)-1H-pyrazolo[3,4-b]pyridin-3-yl)methyl)carbamate